FC(COC)(F)C=1C=C(C=CC1)[C@@H](C)NC1=NC(=NC2=CC(=C(C=C12)N1CCOCC1)OC)C(=O)OCC Ethyl (R)-4-((1-(3-(1,1-difluoro-2-methoxyethyl) phenyl) ethyl) amino)-7-methoxy-6-morpholinoquinazoline-2-carboxylate